2-((1-(2-(difluoromethoxy)pyridin-4-yl)-5-isobutyl-1H-pyrazol-3-yl)amino)-5-(thiophen-2-yl)nicotinic acid FC(OC1=NC=CC(=C1)N1N=C(C=C1CC(C)C)NC1=C(C(=O)O)C=C(C=N1)C=1SC=CC1)F